CC1=NN(C(=C1CCC(=O)N1CCN(CC1)CC1=CC=C(C=C1)I)C)C=1C=CC=2N(N1)C(=NN2)C 3-(3,5-dimethyl-1-(3-methyl-[1,2,4]triazolo[4,3-b]pyridazin-6-yl)-1H-pyrazol-4-yl)-1-(4-(4-iodobenzyl)piperazin-1-yl)propan-1-one